N1C(=NC=C1)C1CN(CCC1)C1=CC2=C(CC(O2)(C)C)C=C1NC(=O)C=1C=NN2C1N=CC=C2 N-(6-(3-(1H-imidazol-2-yl)piperidin-1-yl)-2,2-dimethyl-2,3-dihydrobenzo-furan-5-yl)pyrazolo[1,5-a]pyrimidine-3-carboxamide